F[C@H]1[C@@H]2CC[C@H](C[C@H]1N(C)C1=CN=C(N=N1)C1=C(C=C3C(N(C=NC3=C1)C)=O)OC)N2C(=O)OC(C)(C)C tert-butyl (1S,2R,3R,5R)-2-fluoro-3-((3-(6-methoxy-3-methyl-4-oxo-3,4-dihydroquinazolin-7-yl)-1,2,4-triazin-6-yl)(methyl)amino)-8-azabicyclo[3.2.1]octane-8-carboxylate